2-(benzotriazol-1-yl)-N-[(3,5-difluorophenyl)methyl]-N-[4-(5-oxopyrrolidin-3-yl)phenyl]acetamide N1(N=NC2=C1C=CC=C2)CC(=O)N(C2=CC=C(C=C2)C2CNC(C2)=O)CC2=CC(=CC(=C2)F)F